N-(3-cyclopropyl-1H-pyrazol-5-yl)-2-(1-(3-fluoro-5-methyl-phenyl)-1H-pyrazol-4-yl)propanamide C1(CC1)C1=NNC(=C1)NC(C(C)C=1C=NN(C1)C1=CC(=CC(=C1)C)F)=O